COC1=CC=C(C=C1)CN(C(C(=O)NC1=C(C(=C(S1)C(=O)N)C)C#N)CC1=CC=CC=C1)CC1=CC=C(C=C1)OC (2-{bis[(4-methoxyphenyl)methyl]amino}-3-phenylpropionamido)-4-cyano-3-methylthiophene-2-carboxamide